N=1N(N=CC1)C=1C=CC(=NC1)CN1C(C(N(C=C1)C1CCC1)=O)=O 1-((5-(2H-1,2,3-triazol-2-yl)pyridin-2-yl)methyl)-4-cyclobutyl-1,4-dihydropyrazine-2,3-dione